2,5-ditertiary butylhydroquinone C(C)(C)(C)C1=C(O)C=C(C(=C1)O)C(C)(C)C